BrC1=CC=2NN=CC2S1 5-bromo-1H-Thieno[3,2-c]Pyrazole